phenalene lithium [Li].C1C=CC2=CC=CC3=CC=CC1=C23